N-(6-morpholinyl-1-propyl-2-(3,4,5-trimethoxyphenyl)-5-benzimidazolyl)-1,3,4-thiadiazol-2-amine N1(CCOCC1)C=1C(=CC2=C(N(C(=N2)C2=CC(=C(C(=C2)OC)OC)OC)CCC)C1)NC=1SC=NN1